C(C1=CC=CC=C1)OC=1C=C2C(=C(N(C2=CC1)C1=CC(=C(C=C1)F)C)C(C)C)C1CC(C1)C#N 3-(5-(benzyloxy)-1-(4-fluoro-3-methylphenyl)-2-isopropyl-1H-indol-3-yl)cyclobutane-1-carbonitrile